N-((R)-1-(((R)-4-(cyclopropylamino)-3,4-dioxo-1-((R)-2-oxopyrrolidin-3-yl)butan-2-yl)amino)-4-methyl-1-oxopentan-2-yl)-9-hydroxy-9H-fluorene-9-carboxamide C1(CC1)NC(C([C@@H](C[C@@H]1C(NCC1)=O)NC([C@@H](CC(C)C)NC(=O)C1(C2=CC=CC=C2C=2C=CC=CC12)O)=O)=O)=O